7-[[3-(trifluoromethyl)-1-bicyclo[1.1.1]pentanyl]sulfonyl]-2,7-diazaspiro[3.5]nonane FC(C12CC(C1)(C2)S(=O)(=O)N2CCC1(CNC1)CC2)(F)F